COC=1C=C(C=CC1OC)C=1NC2=CC=C(C=C2C1CC(F)(F)F)C1CCN(CC1)C(CS(=O)(=O)C)=O 1-(4-(2-(3,4-dimethoxyphenyl)-3-(2,2,2-trifluoroethyl)-1H-indol-5-yl)piperidin-1-yl)-2-(methylsulfonyl)ethan-1-one